methyl (E)-3-(3-amino-6-chloro-2-pyridyl)prop-2-enoate NC=1C(=NC(=CC1)Cl)/C=C/C(=O)OC